C(#N)C1=CC=C(C=C1)C1=CC(=CC=C1F)C1=NN(C(=C1CC1=CC(=C(C=C1)S(N)(=O)=O)F)CC1CC1)C=1SC=C(N1)C(=O)O 2-(3-(4'-cyano-6-fluoro-[1,1'-biphenyl]-3-yl)-5-(cyclopropylmethyl)-4-(3-fluoro-4-sulfamoylbenzyl)-1H-pyrazol-1-yl)thiazole-4-carboxylic acid